CC(C/C(/CC)=N/O)CC (E)-5-methyl-heptan-3-one oxime